FC(CN1N=CC(=C1)C=1C=C(C=C(C1)F)CN)F (3-(1-(2,2-Difluoroethyl)-1H-pyrazol-4-yl)-5-fluorophenyl)methylamine